C1(CCCCC1)C=1C=C(C=C(C1)C1CCCCC1)NC1=CC=C(C(=O)O)C=C1 4-((3,5-dicyclohexylphenyl)amino)benzoic acid